O=C1NC(CCC1N1C(C2=CC=C(C=C2C1=O)N1CCC2(CCN(CC2)C(=O)OC(C)(C)C)CC1)=O)=O tert-butyl 9-(2-(2,6-dioxopiperidin-3-yl)-1,3-dioxoisoindolin-5-yl)-3,9-diazaspiro[5.5]-undecane-3-carboxylate